3,4-difluoro-2-methylbenzenesulfonyl chloride FC=1C(=C(C=CC1F)S(=O)(=O)Cl)C